bisindenopyrene C1=CC=CC2=CC=3C(C4=C5C(C=C6C=CC7=CC=CC3C7=C64)=C6C=CC=CC6=C5)=C12